NCC(=O)[O-].[Na+] Natrium Glycinat